2-fluoro-5-[5-methyl-5H-pyrido[4,3-b]indol-7-yl]pyridine FC1=NC=C(C=C1)C=1C=CC=2C3=C(N(C2C1)C)C=CN=C3